(3R,5S,E)-7-(6-cyclopropyl-4-(4-fluorophenyl)-2-methylbenzo[d]thiazol-5-yl)-3,5-dihydroxyhept-6-enoic acid sodium salt [Na+].C1(CC1)C1=CC2=C(N=C(S2)C)C(=C1/C=C/[C@H](C[C@H](CC(=O)[O-])O)O)C1=CC=C(C=C1)F